ClC=1C(=CC(=C(C1)CN)F)F (5-Chloro-2,4-difluorophenyl)methanamine